tri(3,5-di-tert-butyl-4-hydroxyphenyl) phosphite P(OC1=CC(=C(C(=C1)C(C)(C)C)O)C(C)(C)C)(OC1=CC(=C(C(=C1)C(C)(C)C)O)C(C)(C)C)OC1=CC(=C(C(=C1)C(C)(C)C)O)C(C)(C)C